C1(CC1)C1=C(C=C(C=C1)C=1C=C(C(=NC1)C1=CC2=NC=C(C=C2N1)C(F)(F)F)S(=O)(=O)CC)C(F)(F)F 5-[4-cyclopropyl-3-(trifluoromethyl)phenyl]-3-(ethylsulfonyl)-2-[6-(trifluoromethyl)-1H-pyrrolo[3,2-b]pyridin-2-yl]pyridine